BrC1=C(C=C(C(=O)N2CC=3N(CC2)C(N(C3C(=O)NCC3=CC=C(C=C3)C(F)F)C3=CC=C(C=C3)OC(C)C)=O)C=C1)Cl 7-(4-bromo-3-chloro-benzoyl)-N-[[4-(difluoromethyl)phenyl]methyl]-2-(4-isopropoxyphenyl)-3-oxo-6,8-dihydro-5H-imidazo[1,5-a]pyrazine-1-carboxamide